aminothiotriazine NSC1=NN=NC=C1